(S,E)-N-((1,2,3,5,6,7-Hexahydro-s-indacen-4-yl)carbamoyl)-2-(1-nicotinoylpyrrolidin-2-yl)ethensulfonamid C1CCC2=C(C=3CCCC3C=C12)NC(=O)NS(=O)(=O)\C=C\[C@H]1N(CCC1)C(C1=CN=CC=C1)=O